5-(3-((tert-butyldimethylsilyl)oxy)propyl)pyridin-2-amine [Si](C)(C)(C(C)(C)C)OCCCC=1C=CC(=NC1)N